NC=1C(C=C2N([C@@H](COC3=C2C=C(C(=C3)OCCCOC)Cl)C(C)C)C1)=O (R)-10-Amino-2-chloro-7-isopropyl-3-(3-methoxypropoxy)-6,7-dihydro-11H-benzo[f]pyrido[1,2-d][1,4]oxazepin-11-one